2-((4-Fluorophenyl)amino)-4-((2-methoxy-3-((tetrahydro-2H-pyran-4-yl)oxy)phenyl)amino)-N-methylpyrimidine-5-carboxamide FC1=CC=C(C=C1)NC1=NC=C(C(=N1)NC1=C(C(=CC=C1)OC1CCOCC1)OC)C(=O)NC